C(C)(C)(C)OC(=O)N1CCC(CC1)C=1SC2=C(N1)C(=CN2C(=O)OC(C)(C)C)C(C)C tert-butyl 2-(1-(tert-butoxycarbonyl)piperidin-4-yl)-6-isopropyl-4H-pyrrolo[3,2-d]thiazole-4-carboxylate